O=C1NC(CCC1NC1=CC(=C(C=C1F)N1CCN(CC1)CCC1CCN(CC1)NC(OCCCC)=O)F)=O butyl (4-(2-(4-(4-((2,6-dioxopiperidin-3-yl)amino)-2,5-difluorophenyl)piperazin-1-yl)ethyl)piperidin-1-yl)carbamate